ClC=1C=C(C(=NC1)B(O)O)C 5-CHLORO-3-METHYLPYRIDIN-2-YLBORONIC ACID